FC(OC1=CC=C(OC2=C(C=NC(=C2)C(F)(F)F)C(=O)NC2=CC(=CC=C2)S(=O)(=N)C)C=C1)F 4-[4-(difluoromethoxy)-phenoxy]-N-[3-(methyl-sulfonimidoyl)phenyl]-6-(trifluoromethyl)-pyridine-3-carboxamide